3-(2-nitro-1-(2-phenyl-1H-indol-3-yl)ethyl)benzenesulfonyl fluoride [N+](=O)([O-])CC(C1=C(NC2=CC=CC=C12)C1=CC=CC=C1)C=1C=C(C=CC1)S(=O)(=O)F